rac-1-(1-(1,4-dioxan-2-yl)ethyl)-6-chloro-1H-pyrazolo[3,4-b]pyrazine O1C(COCC1)C(C)N1N=CC=2C1=NC(=CN2)Cl